C(C)(=O)[O-].[Si+4].C(C)(=O)[O-].C(C)(=O)[O-].C(C)(=O)[O-] monosilicon acetate